1,3-xylenediamine C1=CC(=CC(=C1)CN)CN